O=C1C(C2CCNCC12)=O 8-oxo-3-azabicyclo[4.2.0]octan-7-one